C(C)(C)(C)OC(=O)C=1OC2=C(C1)C=C(C=C2)C2=CC=C(C=C2)C2=N[C@H](C=1N(C3=C2C(=C(S3)C)C)C(=NN1)C)CC(=O)OC 5-{4-[(6S)-6-(2-methoxy-2-oxoethyl)-2,3,9-trimethyl-6H-thieno[3,2-f][1,2,4]triazolo[4,3-a][1,4]diazepin-4-yl]phenyl}-1-benzofuran-2-carboxylic acid tert-butyl ester